COC1=CC2=NC(=C(C=C2C=C1)C=O)Cl quinolinecarbaldehyde